HEXYLENE GLYCOL C(CCCCCO)O